OC(CNS(=O)(=O)N1CC(CC1)C(=O)O)(C)C 1-(N-(2-hydroxy-2-methylpropyl)sulfamoyl)pyrrolidine-3-carboxylic acid